C(#N)N(C(=O)C=1C(=C2C3=C(C(OC2=CC1CCCCC)(C)C)C=CC(=C3)C)O)C N-cyano-1-hydroxy-N,6,6,9-tetramethyl-3-pentyl-6H-benzo[c]chromene-2-carboxamide